2-(2,6-dioxopiperidin-3-yl)-4-(piperazin-1-yl)isoindole-1,3-dione O=C1NC(CCC1N1C(C2=CC=CC(=C2C1=O)N1CCNCC1)=O)=O